O4-benzyl O1-tert-butyl 2-formylpiperazine-1,4-dicarboxylate C(=O)C1N(CCN(C1)C(=O)OCC1=CC=CC=C1)C(=O)OC(C)(C)C